2-(3-(benzyloxy)propyl)-6-(5-bromothiophen-2-yl)-1-methyl-1H-imidazo[4,5-C]pyridin-4-amine C(C1=CC=CC=C1)OCCCC=1N(C2=C(C(=NC(=C2)C=2SC(=CC2)Br)N)N1)C